C(O)C1=C(C(=O)O)C=CC=C1 o-methylolbenzoic acid